4-Bromo-N-(6-fluoro-4-methylpyridin-2-yl)-2-(6-azaspiro[2.5]octan-6-yl)benzamide BrC1=CC(=C(C(=O)NC2=NC(=CC(=C2)C)F)C=C1)N1CCC2(CC2)CC1